C(CCC)S(=O)(=O)NC(=O)C=1C=C2C(N(C(C2=CC1)=O)C=1C=C(C=CC1C(=O)O)C1=CC=CC=C1)=O 3-[5-(Butane-1-sulfonylaminocarbonyl)-1,3-dioxo-1,3-dihydroisoindol-2-yl]biphenyl-4-carboxylic acid